N-((6,7-dichloro-3-(1-(tetrahydro-2H-pyran-2-yl)-1H-pyrazol-4-yl)-1H-indol-2-yl)methyl)-2-(4H-1,2,4-triazol-4-yl)acetamide ClC1=CC=C2C(=C(NC2=C1Cl)CNC(CN1C=NN=C1)=O)C=1C=NN(C1)C1OCCCC1